FC(C(=O)[O-])(F)F.COC=1C=C(\C=C\2/CC(C\C(\C2=O)=C/C2=CC(=C(C=C2)OC)OC)NC(=O)C=2C=C(C=CC2)[NH3+])C=CC1OC 3-((3,5-Bis((E)-3,4-dimethoxybenzylidene)-4-oxocyclohexyl)carbamoyl)benzenaminium trifluoroacetate